2-ethyl-2,5-dimethylcaproic acid C(C)C(C(=O)O)(CCC(C)C)C